O=C1NC(CCC1N1C(C2=CC=CC(=C2C1)CCC(=O)OC(C)(C)C)=O)=O tert-Butyl 3-[2-(2,6-dioxo-3-piperidyl)-1-oxo-isoindolin-4-yl]propanoate